2-(4-(4-Isopropoxyphenyl)cyclopent-1-en-1-yl)-4,4,5,5-tetramethyl-1,3,2-dioxaborolane C(C)(C)OC1=CC=C(C=C1)C1CC=C(C1)B1OC(C(O1)(C)C)(C)C